antimony sulfoselenide S(=O)(=O)(O)[Se]S(=O)(=O)O.[Sb]